4-bromo-3,5-difluoro-aniline BrC1=C(C=C(N)C=C1F)F